7-bromo-6-ethoxy-4-(6-(6-((6-methoxypyridin-3-yl)methyl)-3,6-diazabicyclo[3.1.1]heptan-3-yl)pyridin-3-yl)-1H-pyrazolo[3',4':3,4]pyrazolo[1,5-a]pyridine BrC1=C(C=C(C=2N1N=C1C2C=NN1)C=1C=NC(=CC1)N1CC2N(C(C1)C2)CC=2C=NC(=CC2)OC)OCC